2-(4-(ethoxycarbonyl)cyclohex-1-en-1-yl)acetic acid C(C)OC(=O)C1CC=C(CC1)CC(=O)O